BrC1=C(C=CC(=C1F)C(F)(F)F)OC1=C(C=C(C=C1)F)C 2-bromo-3-fluoro-1-(4-fluoro-2-methyl-phenoxy)-4-(trifluoromethyl)benzene